[(R and S)-2,2-difluoro-1-methylcyclopropyl]-[(2S,5S)-2,3-dihydro-2,5-methano-1,4-benzoxazepin-4(5H)-yl]methanone FC1([C@@](C1)(C)C(=O)N1C[C@H]2OC3=C([C@@H]1C2)C=CC=C3)F |&1:2|